8-chloro-3-[5-(difluoromethyl)-1,3,4-thiadiazol-2-yl]-N-(3-methyloxetane-3-yl)imidazo[1,5-a]pyridine-6-sulfonamide ClC=1C=2N(C=C(C1)S(=O)(=O)NC1(COC1)C)C(=NC2)C=2SC(=NN2)C(F)F